4-((5-(3-Fluoro-5-(trifluoromethyl)phenyl)-1-(4-(trifluoromethyl)benzyl)-1H-indol-7-amido)methyl)benzoic acid FC=1C=C(C=C(C1)C(F)(F)F)C=1C=C2C=CN(C2=C(C1)C(=O)NCC1=CC=C(C(=O)O)C=C1)CC1=CC=C(C=C1)C(F)(F)F